C(#N)C1=C(SC=C1)C(=O)NCC1=CC(=C(C=C1)F)F 3-cyano-N-(3,4-difluorobenzyl)thiophenoamide